ClC1=C(C=CC=C1Cl)C(C(=O)NCC1=CC=NC=C1)NCCC1CCNCC1 2-(2,3-dichlorophenyl)-2-[(2-piperidine-4-ylethyl)amino]-N-(pyridine-4-ylmethyl)acetamid